[C@@H]1([C@H](O)[C@H](O)[C@@H](O)[C@@H](O1)C)O[C@@H](C=O)[C@@H](O)[C@H](O[C@H]1[C@H](O)[C@H](O)[C@@H](O)[C@@H](O1)C)[C@H](O)CO α-L-rhamnopyranosyl-(1→2)-[α-L-rhamnopyranosyl-(1→4)]-D-glucose